4-((1-hydroxy-2-methoxycyclohexyl)ethynyl)benzoate OC1(C(CCCC1)OC)C#CC1=CC=C(C(=O)[O-])C=C1